F[B-](C=1C=NN(C1)CC(C(F)(F)F)(F)F)(F)F.[K+] potassium trifluoro-[1-(2,2,3,3,3-pentafluoropropyl)pyrazol-4-yl]boranuide